ClC1=C(C(=CC=C1F)Cl)C1CC(C(C(C1)=O)=CNCCN(C)C)=O 5-(2,6-dichloro-3-fluorophenyl)-2-(((2-(dimethylamino)ethyl)amino)methylene)cyclohexane-1,3-dione